N-[(4S)-1-[[4-(trifluoromethyl)phenyl]methyl]-3,4-dihydro-2H-quinolin-4-yl]prop-2-enamide FC(C1=CC=C(C=C1)CN1CC[C@@H](C2=CC=CC=C12)NC(C=C)=O)(F)F